OC(CC(=O)[O-])C 3-hydroxy-butyrate